BrC1=CC2=C(SC(=C2)C(=O)O)C=C1 5-bromobenzo[b]thiophene-2-carboxylic acid